3-(5-fluoro-6-iodo-1-oxoisoindolin-2-yl)piperidine-2,6-dione FC=1C=C2CN(C(C2=CC1I)=O)C1C(NC(CC1)=O)=O